COC=1C=C(C=C(C1)OC)C=1OC2=C(C1)C=CC(=C2)O 2-(3,5-dimethoxyphenyl)-6-hydroxy-benzofuran